ClC=1C(=NC(=NC1)NC1=CC(=C(C=C1)N1CCC2(CC(C2)N(C)C)CC1)C)NC1=C(C=CC=C1)P(C)(C)=O (2-((5-chloro-2-((4-(2-(dimethylamino)-7-azaspiro[3.5]nonan-7-yl)-3-methylphenyl)amino)pyrimidin-4-yl)amino)phenyl)dimethylphosphine oxide